C(C)(=O)N(C1=C(C=NN1C1=C(C=C(C=C1)F)F)C(=O)OCC)CCOC ethyl 5-[acetyl(2-methoxyethyl)amino]-1-(2,4-difluorophenyl)pyrazole-4-carboxylate